NC=1C(=CC(=NC1)P(C)(C)=O)OC (5-amino-4-methoxypyridin-2-yl)dimethylphosphine oxide